N1=CC=CC2=CC(=CC=C12)B1OC(C)(C)C(C)(C)O1 6-quinolyl-boronic acid pinacol ester